ClC1=CC(=C(COC2=NC(=NC=C2F)C2=CCN(CC2)CC2=NC3=C(N2C[C@H]2OCC2)C=C(C=C3)C(=O)O)C=C1)F (S)-2-((4-(4-(4-chloro-2-fluorobenzyloxy)-5-fluoropyrimidin-2-yl)-5,6-dihydropyridin-1(2H)-yl)methyl)-1-(oxetan-2-ylmethyl)-1H-benzo[d]imidazole-6-carboxylic acid